IC1=CC(=C(C=C1)Cl)Cl 1-iodo-3,4-dichlorobenzene